6-((1H-indazol-4-yl)methyl)-4-methyl-2-(thiazol-5-ylmethyl)-4H-thiazolo[5',4':4,5]pyrrolo[2,3-d]pyridazin-5(6H)-one N1N=CC2=C(C=CC=C12)CN1N=CC2=C(C1=O)N(C1=C2SC(=N1)CC1=CN=CS1)C